CN(C1=CC2=C(N=C(S2)C2=CC=C(C=C2)C=2C=CC(=NC2)N(C(OC(C)(C)C)=O)CCOCCI)C=C1)C tert-butyl N-[5-[4-[6-(dimethylamino)-1,3-benzothiazol-2-yl]-phenyl]pyridin-2-yl]-N-[2-(2-iodoethoxy)ethyl]carbamate